7-(6-((1-(4-(difluoromethyl)phenyl)-4-methyl-1H-1,2,3-triazol-5-yl)methoxy)pyridazin-3-yl)-octahydro-2,7-naphthyridin-1(2H)-one FC(C1=CC=C(C=C1)N1N=NC(=C1COC1=CC=C(N=N1)N1CCC2CCNC(C2C1)=O)C)F